F[P-](F)(F)(F)(F)F.[Ir+3].F[P-](F)(F)(F)(F)F.F[P-](F)(F)(F)(F)F iridium hexafluorophosphate salt